2-bromo-1-(difluoromethoxy)-4-fluorobenzene BrC1=C(C=CC(=C1)F)OC(F)F